2-[(2,2-difluoroethyl)amino]-5-[5-(1-methyl-1H-1,3-benzodiazol-4-yl)-1,3,4-oxadiazol-2-yl]benzonitrile FC(CNC1=C(C#N)C=C(C=C1)C=1OC(=NN1)C1=CC=CC=2N(C=NC21)C)F